NCCOCCC(C(=O)O)CC(=O)N 5-amino-3-oxa-pentyl-succinamic acid